[S-2].[La+3].[Al+3].[S-2].[S-2] aluminum-lanthanum sulfide